4-((2-((1S,2S)-2-hydroxycyclohexyl)-6,7-dimethyl-3-oxo-2,3-dihydro-1H-isoindol-5-yl)methyl)benzonitrile O[C@@H]1[C@H](CCCC1)N1CC2=C(C(=C(C=C2C1=O)CC1=CC=C(C#N)C=C1)C)C